FC(COCCOCCOCC(F)(F)F)(F)F 1,1,1-trifluoro-2-(2-(2-(2,2,2-trifluoroethoxy)ethoxy)ethoxy)ethane